BrC1=NN(C(=C1C#N)NCCO)[C@@H]1CN(CC1)C(=O)OC(C)(C)C Tert-butyl (3S)-3-[3-bromo-4-cyano-5-[(2-hydroxyethyl)amino]pyrazol-1-yl]pyrrolidine-1-carboxylate